8-benzyl-5-cyclopropyl-4-[(1-naphthyl)methyl]-2-oxo-7-thia-1-azabicyclo[4.3.0]Nonane-3,5,8-triene-9-carboxylic acid C(C1=CC=CC=C1)C=1SC2=C(C(=CC(N2C1C(=O)O)=O)CC1=CC=CC2=CC=CC=C12)C1CC1